ClC=1C=C2C(=NC1)NN=C2C2CC2 5-chloro-3-cyclopropyl-1H-pyrazolo[3,4-b]pyridine